5-methoxy-1,3,4-thiadiazol-2-amine COC1=NN=C(S1)N